2-((2S)-1-acryloyl-4-(4-bromo-2'-(((S)-1-methylpyrrolidin-2-yl)methoxy)-8'-oxo-1,3,5',8'-tetrahydro-6'H-spiro[indene-2,7'-quinazolin]-4'-yl)piperazin-2-yl)acetonitrile C(C=C)(=O)N1[C@H](CN(CC1)C1=NC(=NC=2C(C3(CCC12)CC1=CC=CC(=C1C3)Br)=O)OC[C@H]3N(CCC3)C)CC#N